2-((3-chloro-4-fluorophenyl)(((trans)-4-(trifluoromethyl)cyclohexyl)methoxy)methyl)-5-methyl-4-(methylsulfonyl)-1H-imidazole ClC=1C=C(C=CC1F)C(C=1NC(=C(N1)S(=O)(=O)C)C)OC[C@@H]1CC[C@H](CC1)C(F)(F)F